C1(CC1)C=1OC(=C(N1)C=1C=C2CN(C(C2=CC1)=O)C1C(NC(CC1)=O)=O)C1=CC=CC=C1 3-(5-(2-cyclopropyl-5-phenyloxazol-4-yl)-1-oxoisoindolin-2-yl)piperidine-2,6-dione